[2H]C(C(N(C)CC)([2H])[2H])([2H])C1=CNC=2C=CC=C(C12)O 3-[1,1,2,2-Tetradeuterio-2-[ethyl(methyl)amino]ethyl]-1H-indol-4-ol